ClC=1C(=C(NC2=C(NC3=C2C(NCC3)=O)C3=C(C=NC=C3)OCCOC)C=CC1)OC 3-(3-chloro-2-methoxyanilino)-2-[3-(2-methoxyethoxy)pyridin-4-yl]-1,5,6,7-tetrahydro-4H-pyrrolo[3,2-c]pyridin-4-one